methyl 8-(benzyloxy)-4-(3-chlorophenyl)-1,6-naphthyridine-7-carboxylate C(C1=CC=CC=C1)OC=1C(=NC=C2C(=CC=NC12)C1=CC(=CC=C1)Cl)C(=O)OC